pyridinyloxyoxazoline N1=C(C=CC=C1)OC=1OCCN1